C(C)(C)(C)OC(=O)N1C(CC[C@@H]1CO)(C)CC1CCC(CC1)OC (5R)-5-(hydroxymethyl)-2-(((1R,4R)-4-methoxycyclohexyl)methyl)-2-methylpyrrolidine-1-carboxylic acid tert-butyl ester